1-(4-methoxynaphthalene-1-yl)-2-(4-bromophenyl)ethane COC1=CC=C(C2=CC=CC=C12)CCC1=CC=C(C=C1)Br